C(C1=CC=CC=C1)N1CC(N2C1=C(C(=C(C2=O)Br)CC2=CC=CC1=CC=CC=C21)C2=CC(=CC=C2)C(F)(F)F)C(=O)OC Methyl 1-benzyl-6-bromo-7-(naphthalen-1-ylmethyl)-5-oxo-8-(3-(trifluoromethyl)phenyl)-1,2,3,5-tetrahydroimidazo[1,2-a]pyridine-3-carboxylate